OC=1C=C(C=CC1C1=CN=C(N=N1)N1C[C@@H](NCC1)C(C)C)C=1SC(=CN1)C#N 2-(3-hydroxy-4-{3-[(3S)-3-(propan-2-yl)piperazin-1-yl]-1,2,4-triazin-6-yl}phenyl)-1,3-thiazole-5-carbonitrile